COCC=1C=C2C(=NC1)N(N=C2N)C 5-(methoxymethyl)-1-methyl-1h-pyrazolo[3,4-b]pyridin-3-amine